2-[5-benzyloxy-1-(4-fluoro-3-methyl-phenyl)-2-isopropyl-indol-3-yl]Propionic acid C(C1=CC=CC=C1)OC=1C=C2C(=C(N(C2=CC1)C1=CC(=C(C=C1)F)C)C(C)C)C(C(=O)O)C